tert-butyl [(1S,2S,4R)-4-({[4-(5,6-dimethoxypyridin-3-yl)phenyl]methyl}amino)-2-methoxycyclopentyl]methylcarbamate COC=1C=C(C=NC1OC)C1=CC=C(C=C1)CN[C@H]1C[C@@H]([C@@H](C1)CNC(OC(C)(C)C)=O)OC